thietan-3-yl (3-(3,3-difluoro-cyclobutyl)-1,4-dimethyl-1H-pyrazol-5-yl)carbamate FC1(CC(C1)C1=NN(C(=C1C)NC(OC1CSC1)=O)C)F